CC=1C=C(C(=C(C1)C)C)[B] 3,5,6-trimethylphenyl-boron